NC=1SC2=C(C1C#N)C(=C(C=C2)F)C=2C1=C(C=3C(=NC(=NC3C2F)OCCN2CCOCC2)N2C3CNCC2CC3)COC1 2-Amino-4-[1-(3,8-diazabicyclo[3.2.1]octan-8-yl)-5-fluoro-3-(2-morpholinoethoxy)-7,9-dihydrofuro[3,4-f]quinazolin-6-yl]-5-fluoro-benzothiophene-3-carbonitrile